C(C1=CC=CC=C1)NC([O-])=O.[IH2+] (iodonium) benzyl-carbamate